COC(CNC1(CN(C1)C(=O)OCCCC)C[N+](=O)[O-])=O butyl 3-[(2-methoxy-2-oxo-ethyl)amino]-3-(nitromethyl)azetidine-1-carboxylate